1-(4-(aminomethyl)piperidin-1-yl)ethan-1-one NCC1CCN(CC1)C(C)=O